CC1CC2C(CC1COC(=O)C1CC3C(CC1C)O3)O2 6-methyl-3,4-epoxycyclohexanecarboxylic acid-6-methyl-3,4-epoxycyclohexylmethyl ester